C1(=CC=C(C=C1)C1=CC=C(C=N1)O[C@H]1CN2CCC1CC2)C (R)-3-(6-p-tolyl-pyridin-3-yloxy)-1-aza-bicyclo[2.2.2]octane